7-methoxy-2-((6-morpholinopyridin-3-yl)methyl)imidazo[1,2-c]quinazolin-5-amine COC1=CC=CC=2C=3N(C(=NC12)N)C=C(N3)CC=3C=NC(=CC3)N3CCOCC3